2-(4-(2-(4-((6-morpholinylpyridin-2-yl)methoxy)phenyl)propan-2-yl)phenoxy)ethan-1-amine N1(CCOCC1)C1=CC=CC(=N1)COC1=CC=C(C=C1)C(C)(C)C1=CC=C(OCCN)C=C1